ClC1=C(C=C(C=C1)C(=O)N1CCC(CC1)OC1CCN(CC1)CCC1=C(C=C(C=C1OC)C1=CN(C(C(=C1C)C)=O)C)OC)N1C(NC(CC1)=O)=O 1-(2-Chloro-5-(4-((1-(2,6-dimethoxy-4-(1,4,5-trimethyl-6-oxo-1,6-dihydropyridin-3-yl)phenethyl)piperidin-4-yl)oxy)piperidine-1-carbonyl)phenyl)dihydropyrimidine-2,4(1H,3H)-dione